Benzyl 2-(3-hydroxy-4-(methoxycarbonyl)phenyl)piperazine-1-carboxylate OC=1C=C(C=CC1C(=O)OC)C1N(CCNC1)C(=O)OCC1=CC=CC=C1